(3R)-4-[2-tert-butoxy-6-[4-(1,2-dimethylimidazol-4-yl)sulfonyl-2-(trifluoromethyl)piperazin-1-yl]-4-pyridinyl]-3-methyl-morpholine C(C)(C)(C)OC1=NC(=CC(=C1)N1[C@@H](COCC1)C)N1C(CN(CC1)S(=O)(=O)C=1N=C(N(C1)C)C)C(F)(F)F